2-hydroxyadipoamide OC(C(=O)N)CCCC(=O)N